(S)-1-(5-(6-chloro-7-fluoro-3-(1H-imidazol-1-yl)-5-methoxy-1-methyl-1H-indol-2-yl)-1H-1,2,4-triazol-3-yl)-N-methylethan-1-amine ClC1=C(C=C2C(=C(N(C2=C1F)C)C1=NC(=NN1)[C@H](C)NC)N1C=NC=C1)OC